3-Fluoro-4-((6-((3-fluoropiperidin-4-yl)oxy)pyridin-2-yl)methoxy)benzonitrile FC=1C=C(C#N)C=CC1OCC1=NC(=CC=C1)OC1C(CNCC1)F